2-(3-amino-2-oxopyridin-1(2H)-yl)-N-(2-ethylbutyl)acetamide NC=1C(N(C=CC1)CC(=O)NCC(CC)CC)=O